CC(C(CC(C)=O)=O)(C)C 5,5-dimethyl-2,4-hexanedione